NC1=C(C=CC(=C1F)NCC1=CC=C(C=C1)C(F)(F)F)NC(CCCCCCCCC)=O N-(2-Amino-3-fluoro-4-((4-(trifluoromethyl)benzyl)amino)phenyl)decanamid